CC1=NOC(=C1)C(C(=O)O)CCC 2-(3-methylisoxazol-5-yl)pentanoic acid